5-(1-((tert-butoxycarbonyl)amino)ethyl)-2-(3-(cyclopropylmethoxy)-4-(difluoromethoxy)phenyl)oxazole-4-carboxylic acid methyl ester COC(=O)C=1N=C(OC1C(C)NC(=O)OC(C)(C)C)C1=CC(=C(C=C1)OC(F)F)OCC1CC1